2-[[4-[4-tert-butyloxycarbonylamino-1-piperidinyl]-6-[[N-[(3,4,5-trimethoxyphenyl)methyl]]-N-(methyl)amino]-2-pyrimidinyl]amino]-4-methyl-5-thiazolecarboxylic acid, ethyl ester C(C)(C)(C)OC(=O)NC1CCN(CC1)C1=NC(=NC(=C1)N(C)CC1=CC(=C(C(=C1)OC)OC)OC)NC=1SC(=C(N1)C)C(=O)OCC